CN(CCCNC)CCCNC methyl-bis(3-methylaminopropyl)amine